CC(C)(C)[S@](=O)N (S)-(-)-2-methyl-2-propylsulfinamide